Cl.NC1CCC(CC1)(C(=O)O)C trans-4-amino-1-methylcyclohexanoic acid hydrochloride